Cl.OCCN1C(=NC=C1)C1=C(OCC=2C=C(C#N)C=CC2)C=C(C=C1)OCC1=C(C(=CC=C1)C1=CC=CC=C1)C 3-[[2-[1-(2-hydroxyethyl)imidazol-2-yl]-5-[(2-methyl-3-phenyl-phenyl)methoxy]phenoxy]methyl]benzonitrile HCl salt